CC1=C(C(=NC=C1)C1=CC=CC=C1)CO (4-Methyl-2-phenylpyridin-3-yl)methanol